OCCCCCCOC=1C(OC2=CC=CC=C2C1C)=O hydroxyhexoxy-4-methylcoumarin